Cl.C(C1=CC=CC=C1)OC(CCNC)=O 3-Methylamino-propionic acid benzyl ester, hydrochloride salt